ethenyl butenoate C(C=CC)(=O)OC=C